2-(4-(((7-(cyclopentylamino)-5-fluoro-4-oxo-3,4-dihydroquinazolin-2-yl)methyl)thio)piperidin-1-yl)acetic acid C1(CCCC1)NC1=CC(=C2C(NC(=NC2=C1)CSC1CCN(CC1)CC(=O)O)=O)F